CN1C[C@@H]2[C@H](CC1)CCN2C2=CC=C(N=N2)C2=C(C=C(C#N)C=C2C)O 4-[6-[(3aR,7aS)-6-methyl-3,3a,4,5,7,7a-hexahydro-2H-pyrrolo[2,3-c]pyridin-1-yl]pyridazin-3-yl]-3-hydroxy-5-methyl-benzonitrile